NC1=C(C(=NN1C=1C=C(C=CC1)C)C1=CC=C(C=C1)Br)C#N 5-amino-3-(4-bromophenyl)-1-(m-tolyl)pyrazole-4-carbonitrile